NC1C(C2(C3=CC=CC=C3C1(C=1C=CC=CC21)C)C)N diamino-9,10-dimethyl-9,10-dihydro-9,10-ethanoanthracene